2-hydroxyoctanoic acid OC(C(=O)O)CCCCCC